4-isocyanato-3,5,6,7-tetrahydro-2H-indeno[5,6-b]furan N(=C=O)C1=C2CCCC2=CC=2OCCC21